CC1(CC(C1)N1CCNCC1)NC(OC(C)(C)C)=O tert-butyl ((1s,3s)-1-methyl-3-(piperazin-1-yl)cyclobutyl)carbamate